1-benzyl-N-(5-cyano-2-(4-(2,4-difluorophenoxy)piperidin-1-yl)phenyl)-5-methoxy-1H-1,2,3-triazole-4-carboxamide C(C1=CC=CC=C1)N1N=NC(=C1OC)C(=O)NC1=C(C=CC(=C1)C#N)N1CCC(CC1)OC1=C(C=C(C=C1)F)F